C(C)(C)(C)C=1C(OC(C1)OC)(CO)OC tert-butyl-2,5-dihydro-2,5-dimethoxy-2-furanmethanol